N-((2-nitrophenyl)sulfonyl)-5,5-diphenyl-4,5-dihydroisoxazole-3-carboxamide [N+](=O)([O-])C1=C(C=CC=C1)S(=O)(=O)NC(=O)C1=NOC(C1)(C1=CC=CC=C1)C1=CC=CC=C1